FC1=CC=C(C=C1)S(=O)(=O)N1C(N(C2=C1C=CC=C2)CC2=CC=C(C(=O)NCCCOC)C=C2)=C=O 4-((3-((4-fluorophenyl)sulfonyl)-2-carbonyl-2,3-dihydro-1H-benzo[d]imidazol-1-yl)methyl)-N-(3-methoxypropyl)benzamide